Cl.ClC1=NC2=CC=CC=C2C(=C1)OC1CCNCC1 chloro-4-(piperidin-4-yloxy)quinoline hydrochloride